COCC1(CCN(CC1)CC1(CCC1)C(=O)O)CN[C@H]1[C@@H](C1)C1=CC=CC=C1 1-((4-(methoxymethyl)-4-(((1r,2s)-2-phenylcyclopropylamino)methyl)piperidin-1-yl)methyl)cyclobutanecarboxylic acid